FC1=C(N)C=CC(=C1C)OC=1C=CC2=CN(N=C2C1)C 2-fluoro-3-methyl-4-((2-methyl-2H-indazol-6-yl)oxy)aniline